NC1=C2C(=NC=N1)N(N=C2C=2NC1=CC=C(C=C1C2)O)CC=2C=C1CCN(CC1=CC2)C(=O)OC(C)(C)C t-butyl 6-((4-amino-3-(5-hydroxy-1H-indol-2-yl)-1H-pyrazolo[3,4-d]pyrimidin-1-yl)methyl)-3,4-dihydroisoquinoline-2(1H)-carboxylate